5,5-dimethyl-4,5-dihydroisoxazole Methyl-2-((2-(3-aminopropyl)-4-fluorophenyl)amino)-5-fluoro-4-(trifluoro-methyl)benzoate COC(C1=C(C=C(C(=C1)F)C(F)(F)F)NC1=C(C=C(C=C1)F)CCCN)=O.CC1(CC=NO1)C